ClC1([C@H]([C@@H]1C1=CC(=CC(=C1)Cl)Cl)C(=O)NC1=CC(=C(C=C1)Cl)C(=O)NNC1CCC(CC1)(F)F)Cl trans-2,2-dichloro-N-(4-chloro-3-(2-(4,4-difluorocyclohexyl)hydrazine-1-carbonyl)phenyl)-3-(3,5-dichlorophenyl)cyclopropane-1-carboxamide